1-tert-butoxycarbonyl-3-hydroxy-piperidine-4-carboxylic acid C(C)(C)(C)OC(=O)N1CC(C(CC1)C(=O)O)O